C1=CC=CC=2C3=CC=CC=C3C(C12)COC(=O)N1CCC(CC1)OC=1C=C2CN(CC2=CC1)C(=O)OC(C)(C)C tert-butyl 5-((1-(((9H-fluoren-9-yl)methoxy)carbonyl)piperidin-4-yl)oxy)isoindoline-2-carboxylate